tert-butyl (3-(2-chloropyrimidin-5-yl)prop-2-yn-1-yl)carbamate ClC1=NC=C(C=N1)C#CCNC(OC(C)(C)C)=O